C1(CCCC1)N1C(=CC2=C1N=C(N=C2)NC2=NC=C(C(=O)O)C=C2)C(N(C)C)=O 6-(7-cyclopentyl-6-dimethylcarbamoyl-7H-pyrrolo[2,3-d]pyrimidin-2-ylamino)nicotinic acid